3-chloro-1-(4-chloro-2-methoxyphenyl)-1-propanone ClCCC(=O)C1=C(C=C(C=C1)Cl)OC